ethyl 2-(4-(4-(N,N-bis(4-methoxybenzyl)sulfamoyl)benzyl)-3-(3-bromo-4-fluorophenyl)-5-ethyl-1H-pyrazol-1-yl)thiazole-4-carboxylate COC1=CC=C(CN(S(=O)(=O)C2=CC=C(CC=3C(=NN(C3CC)C=3SC=C(N3)C(=O)OCC)C3=CC(=C(C=C3)F)Br)C=C2)CC2=CC=C(C=C2)OC)C=C1